FC1(CC(CN(C1)C1=NC(=NC=C1)C1=CN=C2N1C=C(C=C2)C(F)(F)F)C(=O)O)F 5,5-difluoro-1-[2-(6-trifluoromethyl-imidazo[1,2-a]pyridin-3-yl)-pyrimidin-4-yl]-piperidine-3-carboxylic acid